1-(2,2-difluoroethyl)-5-methyl-6-(2-(2-(trifluoromethyl)pyrimidin-5-yl)-2,6-diazaspiro[3.4]octan-6-yl)-1,5-dihydro-4H-pyrazolo[3,4-d]pyrimidin-4-one FC(CN1N=CC2=C1N=C(N(C2=O)C)N2CC1(CN(C1)C=1C=NC(=NC1)C(F)(F)F)CC2)F